tert-butyl ((S)-(4,4-difluorocyclohexyl)(7-((S)-2-methoxy-1-(5,5,6,6-tetrafluoro-2-oxo-1,3-diazepan-1-yl)ethyl)imidazo[1,2-b]pyridazin-2-yl)methyl)carbamate FC1(CCC(CC1)[C@@H](C=1N=C2N(N=CC(=C2)[C@@H](COC)N2C(NCC(C(C2)(F)F)(F)F)=O)C1)NC(OC(C)(C)C)=O)F